(3R)-1'-{5-[(2-amino-3-chloropyridin-4-yl)oxy]pyrazin-2-yl}-3H-spiro[1-benzofuran-2,4'-piperidin]-3-amine NC1=NC=CC(=C1Cl)OC=1N=CC(=NC1)N1CCC2(CC1)OC1=C([C@H]2N)C=CC=C1